CN(C1=CC=C(C=C1)/C(=C/C(=O)OCC)/[Sn](CCCC)(CCCC)CCCC)C Ethyl (Z)-3-[4-(dimethylamino)phenyl]-3-(tributylstannyl)acrylate